NC=1C=2N(C=C(N1)C=1C=NNC1C)C(=CN2)C=2C=C1CN(CC1=C(C2)S(=O)(=O)C)[C@@H](C)C2CC2 (S)-5-(8-Amino-6-(5-methyl-1H-pyrazol-4-yl)imidazo[1,2-a]pyrazin-3-yl)-2-(1-cyclopropylethyl)-7-(methylsulfonyl)isoindolin